N-[1,1'-biphenyl]-4-yl-6-phenyl-2-naphthylamine C1(=CC=C(C=C1)NC1=CC2=CC=C(C=C2C=C1)C1=CC=CC=C1)C1=CC=CC=C1